4-isopropyl-3-oxo-5-[9-(1,2,3,4-tetrahydro-acridin-9-ylamino)-nonyl-iminio]-[1,2,4]thiadiazolidine-2-carboxylic acid ethyl ester C(C)OC(=O)N1SC(N(C1=O)C(C)C)=[NH+]CCCCCCCCCNC=1C2=CC=CC=C2N=C2CCCCC12